FC(OC1CCC(CC1)N1N=C(C=2C1=NC(=NC2)NC=2C(=CC=1N(C2)N=CN1)C)C)F 1-(4-(difluoromethoxy)cyclohexyl)-3-methyl-N-(7-methyl-[1,2,4]triazolo[1,5-a]pyridin-6-yl)-1H-pyrazolo[3,4-d]pyrimidin-6-amine